NCCNC=1N=CC2=C(N1)C(=CC(=N2)C2=CC=C(C=C2)CN2CCOCC2)C(=O)N ((2-aminoethyl)amino)-6-(4-(morpholinomethyl)phenyl)pyrido[3,2-d]pyrimidine-8-carboxamide